(p-toluenesulfonyloxyimino)-p-methoxyphenylacetonitrile CC1=CC=C(C=C1)S(=O)(=O)ON=C(C#N)C1=CC=C(C=C1)OC